C1(=CC=CC=C1)CCC=C(C(=O)O)C.C1(=CC=CC=C1)CCOC(C(C)C)=O phenylethylisobutyrate (2-phenylethyl methacrylate)